camphorlactone C1(C2(C)C(C)(C)C(CO1)CC2)=O